4-cyclopropyl-2-(difluoromethoxy)-6-fluorobenzoyl isocyanate C1(CC1)C1=CC(=C(C(=O)N=C=O)C(=C1)F)OC(F)F